FC=1C=C(C=CC1F)NC(NC=1C=C(C=CC1)C1=CC=CS1)=O 5-(3-(3-(3,4-difluorophenyl)ureido)phenyl)-1H-thiophen